1-(3-(2,3-dihydrofuro[3,2-b]pyridin-7-yl)-2-(4-fluorophenyl)-6,7-dihydropyrazolo[1,5-a]pyrazin-5(4H)-yl)ethan-1-one O1CCC2=NC=CC(=C21)C=2C(=NN1C2CN(CC1)C(C)=O)C1=CC=C(C=C1)F